The molecule is a glycosylgalactose consisting of beta-D-galactofuranose and D-galactofuranose residues joined in sequence by a (1->3) glycosidic bond It derives from a D-galactofuranose and a beta-D-galactofuranose. C([C@H]([C@H]1[C@@H]([C@H]([C@@H](O1)O[C@@H]2[C@H](C(O[C@H]2[C@@H](CO)O)O)O)O)O)O)O